1-(2,2-difluorovinyl)-3-methylbenzene FC(=CC1=CC(=CC=C1)C)F